ClC1=C(C#N)C(=CC(=C1)C1CC1)Cl 2,6-dichloro-4-cyclopropylbenzonitrile